tert-butyl (S)-3-((4-bromophenyl)carbamoyl)piperidine-1-carboxylate BrC1=CC=C(C=C1)NC(=O)[C@@H]1CN(CCC1)C(=O)OC(C)(C)C